ClC=1C=C(C=CC1C(NCC1CCNCC1)=O)NC(=O)C=1N(C(=CN1)C1=C(C(=C(C=C1)OC)F)F)C N-[3-Chloro-4-(4-piperidylmethylcarbamoyl)phenyl]-5-(2,3-difluoro-4-methoxyphenyl)-1-methylimidazol-2-carboxamid